NC1=CC=C(C=C1)C1=CN2C(S1)=NC=C2 (4-aminophenyl)imidazo[2,1-b]Thiazole